S1C(=NC2=C1CC(CC2)N)N 4,5,6,7-tetrahydrobenzo[d]thiazole-2,6-diamine